(2-((4-(5-(2,5-dihydro-1H-pyrrol-1-yl)pyridin-3-yl)-1H-1,2,3-triazol-1-yl)methyl)imidazo[1,2-a]pyridin-6-yl)methanol N1(CC=CC1)C=1C=C(C=NC1)C=1N=NN(C1)CC=1N=C2N(C=C(C=C2)CO)C1